butyl (3R)-3-(4-(6-(6-(1-(tetrahydro-2H-pyran-2-yl)-1H-pyrazol-5-yl)picolinamido)pyridin-3-yl)-1H-1,2,3-triazol-1-yl)piperidine-1-carboxylate O1C(CCCC1)N1N=CC=C1C1=CC=CC(=N1)C(=O)NC1=CC=C(C=N1)C=1N=NN(C1)[C@H]1CN(CCC1)C(=O)OCCCC